ClC=1N=C(SC1)C=1N=NN(C1)[C@@H]1C[C@@H](SC2=C(C=CC(=C2)Cl)C#N)O[C@@H]([C@@H]1O)CO 5-chloro-2-cyanophenyl 3-[4-(4-chlorothiazol-2-yl)-1H-1,2,3-triazol-1-yl]-2,3-dideoxy-1-thio-alpha-D-galactopyranoside